[Br-].C[N+](C1=CC=CC=C1)(C)C trimethyl-(phenyl)ammonium bromide